(2R)-N-(7-chloro-6-((3R,4R)-4-(4-hydroxy-3-methyltetrahydrofuran-3-yl)piperazin-1-yl)isoquinolin-3-yl)-5,5-difluorotetrahydro-2H-pyran-2-carboxamide ClC1=C(C=C2C=C(N=CC2=C1)NC(=O)[C@@H]1OCC(CC1)(F)F)N1CCN(CC1)[C@@]1(COC[C@@H]1O)C